C(#N)C=1C=C(C=NC1)C=1C(=CC(=C(C1)NC(=O)C1=CNC(C=C1C(F)(F)F)=O)N1C[C@H](N([C@H](C1)C)C)C)F |r| N-[5-(5-cyanopyridin-3-yl)-4-fluoro-2-[rac-(3R,5S)-3,4,5-trimethylpiperazin-1-yl]phenyl]-6-oxo-4-(trifluoromethyl)-1H-pyridine-3-carboxamide